NC1=C(C=CC=C1)S(=O)(=O)NCC(=O)OC methyl 2-(2-aminobenzenesulfonamido)acetate